(S)-2-amino-3-(4-((2R,4s,6S)-2-cyano-7-((5-methoxy-7-methyl-1H-indol-4-yl)methyl)-7-azaspiro[3.5]nonan-6-yl)benzamido)propanoic acid N[C@H](C(=O)O)CNC(C1=CC=C(C=C1)[C@@H]1CC2(CC(C2)C#N)CCN1CC1=C2C=CNC2=C(C=C1OC)C)=O